[N].[N].[N].[N].N1=C(C(=C(C=C1)N)N)C1=NC=CC=C1 bipyridinediamine tetranitrogen